(E)-2-((benzyloxy)methyl)-2-(3-(3-ethoxy-2-methyl-3-oxoprop-1-en-1-yl)phenyl)-7-((2-hydroxyethyl)sulfonyl)-6,6-dimethylheptanoic acid C(C1=CC=CC=C1)OCC(C(=O)O)(CCCC(CS(=O)(=O)CCO)(C)C)C1=CC(=CC=C1)\C=C(\C(=O)OCC)/C